N-((5-fluoro-2,3-dihydrobenzofuran-4-yl)methyl)-8-(6-methyl-2-(trifluoromethyl)imidazo[1,2-a]pyridin-8-yl)-[1,2,4]triazolo[4,3-c]pyrimidin-5-amine FC=1C=CC2=C(CCO2)C1CNC1=NC=C(C=2N1C=NN2)C=2C=1N(C=C(C2)C)C=C(N1)C(F)(F)F